C(CCCCCC)OCOCCCC(CC(CC(CC(C)O)C)C)C 10-hydroxy-4,6,8-trimethylundecyl heptoxymethyl ether